O1C(OCC1)CCCC(C(=O)OCC)(C(F)(F)F)O ethyl 5-(1,3-dioxolan-2-yl)-2-hydroxy-2-(trifluoromethyl)pentanoate